iodo-5-methoxy-1-(phenylsulfonyl)-1H-pyrrolo[2,3-b]pyridine IC1=CC=2C(=NC=C(C2)OC)N1S(=O)(=O)C1=CC=CC=C1